N-(3,5-dibromo-4-fluorophenyl)cyclopropanesulfonamide BrC=1C=C(C=C(C1F)Br)NS(=O)(=O)C1CC1